FC1=C(C=CC=C1)N1N=CC(=C1)C(=O)N1CCC(CC1)OC=1C=CC=C2C(=NN(C12)C)C1C(NC(CC1)=O)=O 3-(7-((1-(1-(2-fluorophenyl)-1H-pyrazole-4-carbonyl)piperidin-4-yl)oxy)-1-methyl-1H-indazol-3-yl)piperidine-2,6-dione